7-(difluoromethoxy)-2-(3-fluoro-1-methyl-1H-indol-6-yl)-6-methoxy-4-(piperidine-1-carbonyl)isoquinolin-1(2H)-one FC(OC1=C(C=C2C(=CN(C(C2=C1)=O)C1=CC=C2C(=CN(C2=C1)C)F)C(=O)N1CCCCC1)OC)F